(R)-2-(5-chloro-2-methoxypyridin-4-yl)propanoic acid ClC=1C(=CC(=NC1)OC)[C@H](C(=O)O)C